N-[2-(2-amino-3-methoxyanilino)-1-cyclooctyl-2-oxoethyl]-3-methylisoxazole-4-carboxamide NC1=C(NC(C(C2CCCCCCC2)NC(=O)C=2C(=NOC2)C)=O)C=CC=C1OC